vinyl carboxymethyl ether C(=O)(O)COC=C